(1R,3S,4R)-N-((R)-1-cyano-2-((S)-2-oxopiperidin-3-yl)ethyl)-5,5-difluoro-2-(9-hydroxy-9H-fluorene-9-carbonyl)-2-azabicyclo[2.2.2]octane-3-carboxamide C(#N)[C@@H](C[C@H]1C(NCCC1)=O)NC(=O)[C@H]1N([C@H]2CC([C@@H]1CC2)(F)F)C(=O)C2(C1=CC=CC=C1C=1C=CC=CC21)O